FC1=C(C=CC(=C1)CCN1[C@H]2CN([C@@H](C1)C2)C(C)C)CN [2-fluoro-4-[2-[(1R,4R)-5-isopropyl-2,5-diazabicyclo[2.2.1]heptan-2-yl]ethyl]phenyl]methanamine